(1R,2S,5S)-N-(1-cyano-2-(2-oxopyrrolidin-1-yl)ethyl)-3-((S)-3,3-dimethyl-2-(2,2,2-trifluoroacetamido)butanoyl)-6,6-dimethyl-3-azabicyclo[3.1.0]hexane-2-carboxamide C(#N)C(CN1C(CCC1)=O)NC(=O)[C@@H]1[C@H]2C([C@H]2CN1C([C@H](C(C)(C)C)NC(C(F)(F)F)=O)=O)(C)C